4-(1-(6-(1-Methyl-1H-pyrazol-4-yl)-2-(trifluoromethyl)pyridin-3-yl)-1H-imidazol-4-yl)-N-(1-(methyl-sulfonyl)piperidin-4-yl)-5-(trifluoro-methyl)pyrimidin-2-amine CN1N=CC(=C1)C1=CC=C(C(=N1)C(F)(F)F)N1C=NC(=C1)C1=NC(=NC=C1C(F)(F)F)NC1CCN(CC1)S(=O)(=O)C